N-(2-ethyl-6-(4-(oxazol-2-ylmethyl)piperazin-1-yl)imidazo[1,2-a]pyridin-3-yl)-4-(4-fluorophenyl)-N-methylthiazol-2-amine C(C)C=1N=C2N(C=C(C=C2)N2CCN(CC2)CC=2OC=CN2)C1N(C=1SC=C(N1)C1=CC=C(C=C1)F)C